N1(CCCCC1)C1=CC=C(N=N1)NC1C[C@@H]2[C@@H](CN(C2)CC2CCOCC2)C1 (3aR,5s,6aS)-N-[6-(1-piperidyl)pyridazin-3-yl]-2-(tetrahydropyran-4-ylmethyl)-3,3a,4,5,6,6a-hexahydro-1H-cyclopenta[c]pyrrol-5-amine